1-(2,6-dioxopiperidin-3-yl)-3-methyl-2-oxo-2,3-dihydro-1H-benzo[d]imidazole-4-carbaldehyde O=C1NC(CCC1N1C(N(C2=C1C=CC=C2C=O)C)=O)=O